C(C=C)OC(=O)C1C(=CCCC1)C(=O)OCC=C 2-cyclohexene-1,2-dicarboxylic acid diallyl ester